(S)-N-((R)-3-(7-methyl-1H-indazol-5-yl)-1-(4-(1-methyl-piperidin-4-yl)piperazin-1-yl)-1-oxopropan-2-yl)-2'-oxo-1',2'-dihydrospiro[azepan-4,4'-pyrido[2,3-d][1,3]oxazine]-1-carboxamide CC=1C=C(C=C2C=NNC12)C[C@H](C(=O)N1CCN(CC1)C1CCN(CC1)C)NC(=O)N1CC[C@]2(C3=C(NC(O2)=O)N=CC=C3)CCC1